ClC=1C(=C(C=C(C1N)OC)C1=CC=C(N)C(=C1)OC)Cl dichloro-5,5'-dimethoxy-benzidine